7-(3-isopropyl-5-(1-(oxetan-3-yl)piperidin-4-yl)-1H-indol-2-yl)-5-methylimidazo[1,5-a]pyridine C(C)(C)C1=C(NC2=CC=C(C=C12)C1CCN(CC1)C1COC1)C1=CC=2N(C(=C1)C)C=NC2